O=C1N([C@@H]2CC[C@H](N1C2)C(NC(=O)C2=NC=NC=C2)=N)OS(=O)(=O)[O-].[Na+].BrCCCCOCC2=CC=CC=C2 4-Bromobutoxymethyl-benzene Sodium (2S,5R)-7-oxo-2-(N-(pyrimidine-4-carbonyl)carbamimidoyl)-1,6-diazabicyclo[3.2.1]octan-6-yl-Sulfate